3-[(tert-Butoxycarbonyl)(2-methoxyethyl)amino]-1-methylindazole-6-carboxylic acid C(C)(C)(C)OC(=O)N(C1=NN(C2=CC(=CC=C12)C(=O)O)C)CCOC